N-(3-(hydroxymethyl)-2-oxopyrrolidin-3-yl)-2-methyl-5-((2-methyloxazol-5-yl)methoxy)benzofuran-3-carboxamide OCC1(C(NCC1)=O)NC(=O)C1=C(OC2=C1C=C(C=C2)OCC2=CN=C(O2)C)C